4-(((6-(((4-acetoxybutyl)(methoxy)phosphoryl)oxy)-5'-methyl-4-pentyl-1',2',3',4'-tetrahydro-[1,1'-biphenyl]-2-yl)oxy)(methoxy)phosphoryl)butyl acetate C(C)(=O)OCCCCP(=O)(OC)OC1=C(C(=CC(=C1)CCCCC)OP(=O)(OC)CCCCOC(C)=O)C1CCCC(=C1)C